N-(4-([1,2,4]triazolo[1,5-a]pyrazin-6-yl)-5-(trifluoromethyl)pyridin-2-yl)-1-(1-methoxyethyl)-3-methyl-6-azabicyclo[3.1.1]heptane-6-carboxamide N=1C=NN2C1C=NC(=C2)C2=CC(=NC=C2C(F)(F)F)NC(=O)N2C1CC(CC2(C1)C(C)OC)C